3-(3-methoxyphenyl)-2-methylpent-2-enoic acid COC=1C=C(C=CC1)C(=C(C(=O)O)C)CC